acrylic acid cyclohexanoic anhydride C1(CCCCC1)C(=O)OC(C=C)=O